C12CCCC2C1[Si](C)(C)C bicyclo[3.1.0]hex-6-yl(trimethyl)silane